COC[C@H](C)N1C=C2NC=3N(C=C2C1)N=C(C3)C 6-[(2S)-1-methoxypropan-2-yl]-2-methyl-6,7-dihydro-4H-pyrazolo[1,5-a]pyrrolo[3,4-d]pyrimidine